O=C1N(C(C2=CC=CC=C12)=O)C1COC(OC1)C1(CC1)N(C(=O)C=1C=NN2C1CN(CC2)C(=O)C=2NC1=CC=CC=C1C2)C N-(1-((2r,5r)-5-(1,3-dioxoisoindolin-2-yl)-1,3-dioxan-2-yl)cyclopropyl)-5-(1H-indole-2-carbonyl)-N-methyl-4,5,6,7-tetrahydropyrazolo[1,5-a]pyrazine-3-carboxamide